2-[4-(5-amino-4-cyano-1-isopropylpyrazol-3-yl)-3-chlorophenyl]acetic acid methyl ester COC(CC1=CC(=C(C=C1)C1=NN(C(=C1C#N)N)C(C)C)Cl)=O